N-(adamantan-2-yl)-2-(5-(4-fluorophenyl)-1,1-dioxido-1,2,5-thiadiazolidin-2-yl)acetamide C12C(C3CC(CC(C1)C3)C2)NC(CN2S(N(CC2)C2=CC=C(C=C2)F)(=O)=O)=O